C(O[C@H]1[C@@H](O[C@@H]([C@H]([C@@H]1OP(=O)(OCC1=CC=CC=C1)OCC1=CC=CC=C1)O)CO)OC=1C=C2C(=CNC2=CC1)CCNC(C)=O)(OCC1=CC=CC=C1)=O (2S,3R,4S,5R,6R)-2-((3-(2-acetamidoethyl)-1H-indol-5-yl)oxy)-4-((bis(benzyloxy)phosphoryl)oxy)-5-hydroxy-6-(hydroxymethyl)tetrahydro-2H-pyran-3-yl benzyl carbonate